t-butyl 4-(5-(5-carbamoyl-4-methyloxazol-2-yl)pyrimidin-2-yl)piperazine-1-Formate C(N)(=O)C1=C(N=C(O1)C=1C=NC(=NC1)N1CCN(CC1)C(=O)OC(C)(C)C)C